2-(6-((3,4-dimethylbenzyl)amino)pyrazin-2-yl)cyclopentan-1-ol CC=1C=C(CNC2=CN=CC(=N2)C2C(CCC2)O)C=CC1C